C(C)(=O)[O-].[Pd+2].[N+](=O)([O-])[O-].[Pd+2] palladium nitrate palladium acetate